4-bromo-2-ethyl-1H-benzo[d]imidazole BrC1=CC=CC=2NC(=NC21)CC